ClC=1C=C(OC[C@@H]2OC2)C=C(C1)OCC1=CC=C(C=C1)F (R)-2-((3-chloro-5-((4-fluorobenzyl)oxy)phenoxy)methyl)oxirane